COC=1C=C(CN(C=2SC=C(N2)CCN2CCOCC2)CC2=CC(=CC=C2)N2CCCC2)C=CC1 N-(3-methoxybenzyl)-4-(2-morpholinoethyl)-N-(3-(pyrrolidin-1-yl)benzyl)thiazol-2-amine